C(CCCCCCCCC(=O)OCCCCCCCCCC)(=O)OCCCCCCCCCC didecyl decanedioate